C(C)(=O)O[C@H]1CC[C@@]2(C3CC[C@@]4(C(=C(CC4C3CC=C2C1)C=O)N1C=NC(=C1)CC)C)C (3S,10R,13S)-16-formyl-17-(4-ethyl-1H-imidazol-1-yl)-10,13-dimethyl-2,3,4,7,8,9,10,11,12,13,14,15-dodecahydro-1H-cyclopenta[a]phenanthren-3-yl acetate